BrC=1C=C2C(=CNC2=C(C1)F)NC([O-])=O (5-bromo-7-fluoro 1H-indol-3-yl)carbamate